t-butyl (1S,2R,5R)-3-benzyl-2-ethenyl-3,8-diazabicyclo[3.2.1]octane-8-carboxylate C(C1=CC=CC=C1)N1[C@@H]([C@@H]2CC[C@H](C1)N2C(=O)OC(C)(C)C)C=C